1-(7-((4-(vinylsulfonyl)phenyl)amino)-2,6-naphthyridin-1-yl)piperidine-4-carbonitrile C(=C)S(=O)(=O)C1=CC=C(C=C1)NC1=NC=C2C=CN=C(C2=C1)N1CCC(CC1)C#N